4-amino-5-[[5-methyl-3-[7-morpholino-5-[3-(m-tolyl)pyrazol-1-yl]pyrazolo[1,5-a]pyrimidin-2-yl]pyrazol-1-yl]methoxy]-5-oxo-pentanoic acid NC(CCC(=O)O)C(=O)OCN1N=C(C=C1C)C1=NN2C(N=C(C=C2N2CCOCC2)N2N=C(C=C2)C=2C=C(C=CC2)C)=C1